3,7,11,15-tetramethylhexadecanoic acid CC(CC(=O)O)CCCC(CCCC(CCCC(C)C)C)C